C(OCCCCCC)(OCN1C(C(=CC2=CC=CC=C12)C1CCN(CC1)C(N[C@@H](C(=O)N1CCN(CC1)C1CCN(CC1)C)CC=1C=C2C=NNC2=C(C1)C)=O)=O)=O (R)-hexyl ((3-(1-((3-(7-methyl-1H-indazol-5-yl)-1-(4-(1-methylpiperidin-4-yl)piperazin-1-yl)-1-oxopropan-2-yl)carbamoyl)piperidin-4-yl)-2-oxoquinolin-1(2H)-yl)methyl) carbonate